1,5,7-triazabicyclo(4.4.0)-5-decene tetraphenylborate C1(=CC=CC=C1)[B-](C1=CC=CC=C1)(C1=CC=CC=C1)C1=CC=CC=C1.N12CCCN=C2NCCC1